(S)-2-amino-3-((R)-4-(2-amino-6-((R)-1-(4-chloro-2-(5,6-dihydro-2H-pyran-3-yl)phenyl)-2,2,2-trifluoroethoxy)pyrimidine-4-yl)cyclohex-3-ene-1-yl)propionic acid hydrochloride Cl.N[C@H](C(=O)O)C[C@H]1CC=C(CC1)C1=NC(=NC(=C1)O[C@@H](C(F)(F)F)C1=C(C=C(C=C1)Cl)C=1COCCC1)N